FC1=C(C=CC=C1)C=1N=C(N=NC1C1=CC(=NC=C1)C(F)(F)F)N 5-(2-fluorophenyl)-6-[2-(trifluoromethyl)-4-pyridyl]-1,2,4-triazin-3-amine